BrC1=C(C=C(C(=C1)F)CBr)OC 1-Bromo-4-(bromomethyl)-5-fluoro-2-methoxybenzene